CC1=C(C(=CC(=C1)C)C)S(=O)(=O)ON azanyl 2,4,6-trimethylbenzenesulfonate